C(CCC)C1=CC=C(S1)C(=[Hf](C1=C(C=CC=2C3=CC=C(C=C3CC12)C(C)(C)C)C(C)(C)C)C1C=CC=C1)C (5-n-butylthienyl)(methyl)methylene(cyclopentadienyl)(2,7-di-tert-butylfluorenyl)hafnium